C(C)C=1C=C2C(C(NC(C2=CC1)=O)O)(F)F 6-ethyl-4,4-difluoro-3-hydroxy-3,4-dihydroisoquinolin-1(2H)-one